FC=1C(=CC2=C(CN(CCC2)C2=CC(=C(C(=C2)C)NC(CC(C)(C)C)=O)C)C1)OC(C)C N-(4-(8-fluoro-7-isopropoxy-1,3,4,5-tetrahydro-2H-benzo[c]azepine-2-yl)-2,6-Dimethylphenyl)-3,3-dimethylbutanamide